2-methyl-5-(7-{[(2R)-1-(2,3,4,5-tetrahydro-1H-2-benzazepin-2-yl)propan-2-yl]amino}-2-azaspiro[3.5]nonane-2-carbonyl)phenol CC1=C(C=C(C=C1)C(=O)N1CC2(C1)CCC(CC2)N[C@@H](CN2CC1=C(CCC2)C=CC=C1)C)O